(S)-(6-(1-amino-1,3-dihydrospiro[inden-2,4'-piperidin]-1'-yl)-3-bromopyrazin-2-yl)carbamic acid tert-butyl ester C(C)(C)(C)OC(NC1=NC(=CN=C1Br)N1CCC2(CC1)[C@@H](C1=CC=CC=C1C2)N)=O